tert-butyl ((5-(4-(dimethylcarbamoyl)piperazin-1-yl)-2-(4-methoxybenzyl)-4-methylquinolin-7-yl)sulfonyl)(1-methylcyclopropyl)carbamate CN(C(=O)N1CCN(CC1)C1=C2C(=CC(=NC2=CC(=C1)S(=O)(=O)N(C(OC(C)(C)C)=O)C1(CC1)C)CC1=CC=C(C=C1)OC)C)C